1-benzyl {2-[4-(4,4,5,5-tetramethyl-1,3,2-dioxaborolan-2-yl)phenoxy]ethyl}carbamate CC1(OB(OC1(C)C)C1=CC=C(OCCNC(OCC2=CC=CC=C2)=O)C=C1)C